ClC=1N=NC(=CC1C1CCCC1)C=1C(=NC(=NC1)OC)OC 3-Chloro-4-cyclopentyl-6-(2,4-dimethoxypyrimidin-5-yl)pyridazine